(R)-4-((3S,5S,8R,9S,10S,13R,14S,17R)-3-hydroxy-10,13-dimethylhexadecahydro-1H-cyclopenta[a]phenanthren-17-yl)-1-(4-(1-methyl-1H-1,2,3-triazol-4-yl)piperazin-1-yl)pentan-1-one O[C@H]1CC[C@@]2([C@H]3CC[C@@]4([C@H](CC[C@H]4[C@@H]3CC[C@H]2C1)[C@@H](CCC(=O)N1CCN(CC1)C=1N=NN(C1)C)C)C)C